ClC1=CC(=C2C(C(=CN(C2=N1)C1=NC(=NS1)C)C(=O)OCC)=O)C ethyl 7-chloro-1-(3-methyl-1,2,4-thiadiazol-5-yl)-5-methyl-4-oxo-1,4-dihydro-1,8-naphthyridine-3-carboxylate